methyl (E)-2-(3-(trifluoromethyl)cyclohexylidene)acetate FC(C1C\C(\CCC1)=C\C(=O)OC)(F)F